FC1=CC=C(C=C1)C(CCN1C[C@@H]2[C@@H](N3CCN(C=4C=CC=C2C34)C)CC1)=O 1-(4-fluorophenyl)-3-((6bR,10aS)-3-methyl-2,3,6b,7,10,10a-hexahydro-1H-pyrido[3',4':4,5]pyrrolo[1,2,3-de]quinoxalin-8(9H)-yl)propan-1-one